5-phenylpentanoyl-CoA C1(=CC=CC=C1)CCCCC(=O)SCCNC(CCNC([C@@H](C(COP(OP(OC[C@@H]1[C@H]([C@H]([C@@H](O1)N1C=NC=2C(N)=NC=NC12)O)OP(=O)(O)O)(=O)O)(=O)O)(C)C)O)=O)=O